The molecule is dianion of D-glucitol 1-phosphate arising from deprotonation of the phosphate OH groups; major species at pH 7.3. It is a conjugate base of a D-glucitol 6-phosphate. C([C@@H]([C@H]([C@@H]([C@@H](COP(=O)([O-])[O-])O)O)O)O)O